C1(CC1)OC=1C=C(C=CC1)C1=CC(=NN1C1=C(C=CC=C1)C(C)C)C(=O)OC Methyl 5-(3-cyclopropoxyphenyl)-1-[2-(propan-2-yl)phenyl]-1H-pyrazole-3-carboxylate